FC1=CC(=C(C=C1)NC1=C(C(=O)NC2=CC=NN2C)C=C(C=C1)C(F)(F)F)C 2-((4-fluoro-2-methylphenyl)-amino)-N-(1-methyl-1H-pyrazol-5-yl)-5-(trifluoromethyl)-benzamide